O1CNC2=NC=CC=C21 2,3-dihydrooxazolo[4,5-b]pyridine